5-fluoro-3-methoxy-1-(6-methoxy-naphthalen-2-yl)-4-trifluoromethylpyrazole FC1=C(C(=NN1C1=CC2=CC=C(C=C2C=C1)OC)OC)C(F)(F)F